ClC(C(=O)NC=1SC=C(C1)C=1C=C(C=C2C=CC(OC12)(C)C)F)Cl 2,2-dichloro-N-(4-(6-fluoro-2,2-dimethyl-2H-chromen-8-yl)thiophen-2-yl)acetamide